5-(4-((4-((5-(Trifluoromethyl)pyridin-2-yl)amino)piperidin-1-yl)sulfonyl)phenyl)-1H-indazole-3-carboxamide FC(C=1C=CC(=NC1)NC1CCN(CC1)S(=O)(=O)C1=CC=C(C=C1)C=1C=C2C(=NNC2=CC1)C(=O)N)(F)F